NCCC(CCC)O[Si](OCCCC)(OCCCC)CCCN (β-aminoethyl)-γ-aminopropyltributoxysilane